8-(3-(tert-butoxycarbonyl)-1H-pyrazole-1-carbonyl)-2,8-diazaspiro[4.5]Decane-2-carboxylic acid tert-butyl ester C(C)(C)(C)OC(=O)N1CC2(CC1)CCN(CC2)C(=O)N2N=C(C=C2)C(=O)OC(C)(C)C